S1NN(C=C1)C(=O)N 3-thiadiazoleamide